6-nitroaniline [N+](=O)([O-])C1=CC=CC=C1N